BrC=1C=C(C=CC1)N(C(=O)NC(C)(C)C)CC12CCC(CC1)(CC2)C2=CC(=NN2C)C(C)(F)F 1-(3-bromophenyl)-3-(tert-butyl)-1-((4-(3-(1,1-difluoroethyl)-1-methyl-1H-pyrazol-5-yl)bicyclo[2.2.2]octan-1-yl)methyl)urea